C[C@@H]1CN(C2N1C1=CC=CC=C1C(N2C([2H])([2H])C=2C=NN(C2)C)=O)C2(CC2)C (R)-1-methyl-4-((1-methyl-1H-pyrazol-4-yl)methyl-d2)-N-(1-methyl-cyclopropyl)-5-oxo-1,2,4,5-tetrahydroimidazo[1,2-a]quinazoline